C(#N)C1=CC=C(S1)COC1=CC=CC(=N1)C1CCN(CC1)CC1=NC2=C(N1C[C@H]1OCC1)C=C(C=C2)C(=O)O (S)-2-((4-(6-(((5-cyano)Thiophen-2-yl)methoxy)pyridin-2-yl)piperidin-1-yl)methyl)-1-(oxetan-2-ylmethyl)-1H-benzo[d]Imidazole-6-carboxylic acid